4-[4-(1,3-benzoxazol-2-yl)piperidin-1-yl]-8-bromo-1-methyl-2-oxo-1,2-dihydroquinoline-3-carbonitrile O1C(=NC2=C1C=CC=C2)C2CCN(CC2)C2=C(C(N(C1=C(C=CC=C21)Br)C)=O)C#N